BrC1=NN(C(=N1)Br)CC(F)(F)F 3,5-dibromo-1-(2,2,2-trifluoroethyl)-1H-1,2,4-triazole